2-(4'-(tert-butyl)-2'-chloro-[1,1'-biphenyl]-3-yl)-4,6-diphenyl-1,3,5-triazine C(C)(C)(C)C1=CC(=C(C=C1)C1=CC(=CC=C1)C1=NC(=NC(=N1)C1=CC=CC=C1)C1=CC=CC=C1)Cl